BrC=1N=C(N(N1)C1OCCCC1)C(CC(C1=C(C=CC=C1)F)O[Si](C)(C)C(C)(C)C)O 1-(5-bromo-2-tetrahydropyran-2-yl-1,2,4-triazol-3-yl)-3-[tert-butyl-(dimethyl)silyl]oxy-3-(2-fluorophenyl)propan-1-ol